CS(=O)(=O)N1CCC(CC1)N1N=CC(=C1)C1=C2C(=NC(=C1)NC(=O)C1CC1)NC=C2 N-(4-(1-(1-(methylsulfonyl)piperidin-4-yl)-1H-pyrazol-4-yl)-1H-pyrrolo[2,3-b]pyridin-6-yl)cyclopropylcarboxamide